6-acryloyl-N-(2-(3,3-difluoropyrrolidin-1-yl)-4-(2-fluorophenyl)pyridin-3-yl)-2,6-diazaspiro[3.3]heptane-2-carboxamide C(C=C)(=O)N1CC2(CN(C2)C(=O)NC=2C(=NC=CC2C2=C(C=CC=C2)F)N2CC(CC2)(F)F)C1